undecamethylenebis(triethylammonium) C(C)[N+](CCCCCCCCCCC[N+](CC)(CC)CC)(CC)CC